N-(4-methoxy-pyrimidin-2-yl)-acetamide COC1=NC(=NC=C1)NC(C)=O